trimethyl-(3,5-heptanedione) platinum [Pt].CC(CC(CC(CC)=O)=O)(C)C